methyl (2-chlorophenyl) ((R)-2-((3-cyano-5-fluorobenzyl)oxy)octadecyl) phosphate P(=O)(OC)(OC1=C(C=CC=C1)Cl)OC[C@@H](CCCCCCCCCCCCCCCC)OCC1=CC(=CC(=C1)F)C#N